5-methyl-furoic acid CC1=CC=C(O1)C(=O)O